ClC=1N=C(C2=C(N1)N(C=C2)[C@@H]2C[C@@H]([C@@H]1[C@H]2OC(O1)(C)C)C=1C=C(C=C(C1)C=1C=NSC1)NC(C)=O)Cl N-{3-[(3aR,4R,6R,6aS)-6-{2,4-dichloropyrrolo[2,3-d]pyrimidin-7-yl}-2,2-dimethyl-tetrahydro-3aH-cyclopenta[d][1,3]dioxol-4-yl]-5-(1,2-thiazol-4-yl)phenyl}acetamide